C1(CCC1)CN1C(=NC2=C1C(=CC(=C2)C=O)OC)C2=CC=1C=3N2CCN(C3C=CC1)CCCO (1-(cyclobutylmethyl)-2-(1-(3-hydroxypropyl)-2,3-dihydro-1H-pyrrolo[1,2,3-de]quinoxalin-5-yl)-7-methoxy-1H-benzo[d]imidazol-5-yl)methanone